Cl.CN1C(CC(CC1)N(C=1SC2=C(N1)SC(=N2)C2=NC=C(C=C2O)C=2C=NNC2)C)C 2-{5-[(1,2-Dimethylpiperidin-4-yl)(methyl)amino][1,3]thiazolo[5,4-d][1,3]thiazol-2-yl}-5-(1H-pyrazol-4-yl)pyridin-3-ol Hydrochlorid